N-[3-amino-8-(4,4-difluoropiperidin-1-yl)pyrido[3,4-c]pyridazin-6-yl]-2-{6-azaspiro[2.5]octan-6-yl}-4-(2-hydroxyethanesulfonamido)benzamide NC1=CC2=C(N=N1)C(=NC(=C2)NC(C2=C(C=C(C=C2)NS(=O)(=O)CCO)N2CCC1(CC1)CC2)=O)N2CCC(CC2)(F)F